C(\C=C\C)(=O)OOC(C)(C)C tert-butyl peroxycrotonate